FC(C(=O)O)(F)F.C(C)(C)N1N=C(C=C1)S(=O)(=O)N 1-isopropyl-1H-pyrazole-3-sulfonamide, trifluoroacetate salt